COC1=C(SC=C1)C(CC)O (3-methoxythiophen-2-yl)propan-1-ol